(S)-4-[(R)-6-(2-Chloro-4-fluorophenyl)-5-methoxycarbonyl-2-thiazol-2-yl-3,6-dihydropyrimidin-4-ylmethyl]-morpholine-3-carboxylic acid ClC1=C(C=CC(=C1)F)[C@H]1C(=C(NC(=N1)C=1SC=CN1)CN1[C@@H](COCC1)C(=O)O)C(=O)OC